C(C#CC)(=O)N1CC2=CC=CC(=C2CC1)C1=C2C(=C(NC2=C(C=C1Cl)C(=O)N)C)C 4-(2-(but-2-ynoyl)-1,2,3,4-tetrahydroisoquinolin-5-yl)-5-chloro-2,3-dimethyl-1H-indole-7-carboxamide